2-(4-(3-(3-(6-(8-(benzo[d]thiazol-2-ylcarbamoyl)-3,4-dihydroisoquinolin-2(1H)-yl)-2-(tert-butoxycarbonyl)pyridin-3-yl)-2-methylphenoxy)-1,1-difluoropropyl)piperidin-1-yl)acetic acid S1C(=NC2=C1C=CC=C2)NC(=O)C=2C=CC=C1CCN(CC21)C2=CC=C(C(=N2)C(=O)OC(C)(C)C)C=2C(=C(OCCC(F)(F)C1CCN(CC1)CC(=O)O)C=CC2)C